COC(C[C@]1(C(C2=CC=CC=C2CC1)=O)CCCC(=O)OC)=O Methyl (S)-4-(2-(2-methoxy-2-oxoethyl)-1-oxo-1,2,3,4-tetrahydronaphthalen-2-yl)butanoate